7(S)-Hydroxydocosahexaenoic Acid OC(=CC=CC=CC(=O)O)C=CC=CC=CCCCCCCCCC